5-methyl-1,2-oxazol CC1=CC=NO1